1-phenyl-6-(prop-1-en-2-yl)-N-(1-(3,4,5-trimethoxyphenyl)-1H-imidazol-4-yl)-1H-pyrazolo[3,4-d]Pyrimidine-4-amine C1(=CC=CC=C1)N1N=CC=2C1=NC(=NC2NC=2N=CN(C2)C2=CC(=C(C(=C2)OC)OC)OC)C(=C)C